ClC1=C2C(=NC=C1)N(N=C2I)C2=CC=C(C=C2)C(F)(F)F 4-chloro-3-iodo-1-(4-(trifluoromethyl)phenyl)-1H-pyrazolo[3,4-b]pyridine